2-O-Benzyl 1-O-methyl 4-(hydroxymethyl)-2-azabicyclo[2.1.1]hexane-1,2-dicarboxylate OCC12CN(C(C1)(C2)C(=O)OC)C(=O)OCC2=CC=CC=C2